ClC=1C=C(C=CC1Cl)C=1N=C(SC1CC(C)C)NC=1C=CC(=C(C(=O)O)C1)O 5-(4-(3,4-dichlorophenyl)-5-isobutylthiazol-2-ylamino)-2-hydroxybenzoic acid